ClC=1C=C(C=CC1F)NC1=NC=NC2=CC(=C(C=C12)NC(C=CCN(C)C)=O)OC[C@H]1OCCC1 4-[(3-chloro-4-fluorophenyl)amino]-6-{[4-(N,N-dimethylamino)-1-oxo-2-buten-1-yl]amino}-7-[(S)-(tetrahydrofuran-2-yl)methoxy]-quinazoline